5-aminopyrimido[4,5-c]quinoline-9-carboxylic acid NC1=NC=2C=CC(=CC2C2=C1N=CN=C2)C(=O)O